NC1=C(C=C(C(=N1)Cl)C1=CC=C(C=C1)C1CCN(CC1)C(=O)OC(C)(C)C)C=1C=C2CCNC(C2=CC1)=O tert-butyl 4-(4-(6-amino-2-chloro-5-(1-oxo-1,2,3,4-tetrahydroisoquinolin-6-yl)pyridin-3-yl)phenyl)piperidine-1-carboxylate